4-(3,5-dichlorophenyl)-1-(5-(isopropylthio)-4-(pyridin-3-yl)thiazol-2-yl)-3-methyl-1H-pyrazole-5-carboxylic acid ClC=1C=C(C=C(C1)Cl)C=1C(=NN(C1C(=O)O)C=1SC(=C(N1)C=1C=NC=CC1)SC(C)C)C